BrC=1C=C2C(NC(=NC2=CC1)NC1CCN(CC1)C(=O)OC(C)(C)C)=O tert-butyl 4-((6-bromo-4-oxo-3,4-dihydroquinazolin-2-yl)amino)piperidine-1-carboxylate